[Na+].OC1=CC=C(C=2C(C3=CC=CC=C3C(C12)=O)=O)NC1=C(C=C(C=C1)C)S(=O)(=O)[O-] 2-[(9,10-dihydro-4-hydroxy-9,10-dioxo-1-anthracenyl)amino]-5-methylbenzenesulfonic acid monosodium salt